[Si](C)(C)(C(C)(C)C)O[C@@H]1CN(C[C@H](OC1)C(N[C@@H](CC1=CC=C(C=C1)C=1C=CC2=C(N(C(O2)=O)C)C1)C#N)=O)C(=O)OC(C)(C)C (2S,6R)-tert-butyl 6-((tert-butyldimethylsilyl)oxy)-2-(((S)-1-cyano-2-(4-(3-methyl-2-oxo-2,3-dihydrobenzo[d]oxazol-5-yl)phenyl)ethyl)carbamoyl)-1,4-oxazepane-4-carboxylate